OC1=NC(=NN1CCCCCO)C(=O)NCCO 5-hydroxy-N-(2-Hydroxyethyl)-1-(5-hydroxypentyl)-1H-1,2,4-triazole-3-carboxamide